sodium alpha-sulfosuccinate S(=O)(=O)(O)C(C(=O)[O-])CC(=O)[O-].[Na+].[Na+]